C(C)(C)(C)OC(CN1C(C2=CC(=CC(=C2C1)F)Cl)=O)=O 2-(6-chloro-4-fluoro-1-oxo-2,3-dihydro-1H-isoindol-2-yl)acetic acid tert-butyl ester